4-(1-(5-(2,4,5-Trifluoro-3-hydroxyphenyl)-1,2,4-oxadiazol-3-yl)piperidin-2-yl)benzamide FC1=C(C=C(C(=C1O)F)F)C1=NC(=NO1)N1C(CCCC1)C1=CC=C(C(=O)N)C=C1